4,4-dimethylpentan-2-one CC(CC(C)=O)(C)C